ClC1=NC(=NC(=N1)Cl)O 2,4-dichloro-6-hydroxys-triazine